COC(=O)C1CC2(CNC=3C2=NC=CC3)CCC1 dihydrospiro[cyclohexane-1,3'-pyrrolo[3,2-b]pyridine]-3-carboxylic acid methyl ester